C(C)C1=CC=C(C=C1)/C=C/C(=O)C1=CC=C(C=C1)O (E)-3-(4-Ethylphenyl)-1-(4-hydroxyphenyl)prop-2-en-1-one